2-(5-(2-(3-fluoroazetidin-1-yl) ethyl)-4-isopropyl-2-oxopyrimidin-1(2H)-yl)-4-methylpentanoate FC1CN(C1)CCC=1C(=NC(N(C1)C(C(=O)[O-])CC(C)C)=O)C(C)C